Cl.C1(=CC=CC=C1)C1=CC=CC(=N1)CN (6-phenylpyridine-2-yl)methylamine hydrochloride